indole-3-crotonic acid N1C=C(C2=CC=CC=C12)C/C=C/C(=O)O